tert-butyl 2-(2-(4-(4,4-dimethylpiperidin-1-yl)-3-(1-(2,2,2-trifluoroethyl)-1H-indazole-3-carboxamido) benzamido)-5-fluorophenyl)acetate CC1(CCN(CC1)C1=C(C=C(C(=O)NC2=C(C=C(C=C2)F)CC(=O)OC(C)(C)C)C=C1)NC(=O)C1=NN(C2=CC=CC=C12)CC(F)(F)F)C